1-((5-(1-(2,6-dichlorophenyl)azetidin-3-yl)-3,6-dimethylpyridin-2-yl)methyl)piperidine-4-carboxylic acid ClC1=C(C(=CC=C1)Cl)N1CC(C1)C=1C=C(C(=NC1C)CN1CCC(CC1)C(=O)O)C